benzhydryl-furfuryl alcohol C(C1=CC=CC=C1)(C1=CC=CC=C1)C(C1=CC=CO1)O